O1C2=C(C=C1)OC=C2 furo[3,2-b]furan